5-(4-chloro-2-fluorophenyl)-2,3-dimethyl-7-((2R,4R)-2-(1-methyl-1H-pyrazol-4-yl)tetrahydro-2H-pyran-4-yl)pyrido[4,3-d]pyrimidin-4(3H)-one ClC1=CC(=C(C=C1)C1=NC(=CC=2N=C(N(C(C21)=O)C)C)[C@H]2C[C@@H](OCC2)C=2C=NN(C2)C)F